2-{[(4aS,7aR)-1-methyl-octahydro-1H-cyclopenta[b]pyridin-4a-yl]methoxy}-7-[8-ethyl-7-fluoro-3-(methoxymethoxy)naphthalen-1-yl]-8-fluoropyrido[4,3-d]pyrimidin-4-ol CN1[C@H]2[C@@](CCC1)(CCC2)COC=2N=C(C1=C(N2)C(=C(N=C1)C1=CC(=CC2=CC=C(C(=C12)CC)F)OCOC)F)O